(S)-2-(6-(2-((4-nitrophenyl)carbamothioyl)hydrazine-1-carboxamido)benzo[d]thiazol-2-yl)-4,5-dihydrothiazole-4-carboxylic acid [N+](=O)([O-])C1=CC=C(C=C1)NC(=S)NNC(=O)NC1=CC2=C(N=C(S2)C=2SC[C@@H](N2)C(=O)O)C=C1